ClC=1C=C2C=CC(C2=CC1)=O 5-Chloro-1-indenone